CC1(N(CCC1)CC(=O)NC=1C=NC(=C(C1)NC1=NN(C2=NC(=NC=C21)NC=2C=NN(C2)CCOC)C)C)C 2-(2,2-dimethylpyrrolidin-1-yl)-N-(5-((6-((1-(2-methoxyethyl)-1H-pyrazol-4-yl)amino)-1-methyl-1H-pyrazolo[3,4-d]pyrimidin-3-yl)amino)-6-methylpyridin-3-yl)acetamide